C1(CC1)C1=C(C(=NO1)C1=C(C=NC=C1Cl)Cl)COC12CCC(CC1)(CC2)/C=C/C2=CC=1N(C=C2)C=CN1 (E)-7-(2-(4-((5-Cyclopropyl-3-(3,5-dichloropyridin-4-yl)isoxazol-4-yl)methoxy)bicyclo[2.2.2]octan-1-yl)vinyl)imidazo[1,2-a]pyridin